(3R)-3-{[5-(2-fluoro-5-methylphenyl)-1-trityl-1H-indazol-3-yl]carbamoyl}piperidine-1-carboxylic acid tert-butyl ester C(C)(C)(C)OC(=O)N1C[C@@H](CCC1)C(NC1=NN(C2=CC=C(C=C12)C1=C(C=CC(=C1)C)F)C(C1=CC=CC=C1)(C1=CC=CC=C1)C1=CC=CC=C1)=O